N1=CC(=CC=C1)C=1C=CC=C2C(=NC=NC12)N[C@H](CN1CCN(CC1)S(=O)(=O)C1=CC2=C(NC(S2)=O)C=C1)C 6-({4-[(2S)-2-{[8-(pyridin-3-yl)quinazolin-4-yl]amino}propyl]piperazin-1-yl}sulfonyl)-2,3-dihydro-1,3-benzothiazol-2-one